4-acryloxybutyl propyl carbonate C(OCCCCOC(C=C)=O)(OCCC)=O